hydroxy-naphthyl-benzimidazole OC1=CC=CC=2N=C(NC21)C2=CC=CC1=CC=CC=C21